2-(p-(beta-ethyl-alpha-phenylstyryl)phenoxy)triethylamine CC/C(=C(\C1=CC=CC=C1)/C2=CC=C(C=C2)OCCN(CC)CC)/C3=CC=CC=C3